5-[1-[4-(2,4-difluorophenyl)-6,7-dimethyl-pteridin-2-yl]-4,4-difluoro-3-piperidyl]-1H-pyridin-2-one FC1=C(C=CC(=C1)F)C1=NC(=NC2=NC(=C(N=C12)C)C)N1CC(C(CC1)(F)F)C=1C=CC(NC1)=O